4,4,5,5-tetramethyl-2-(4-(4-phenylnaphthalen-1-yl)phenyl)-1,3,2-dioxaborolan CC1(OB(OC1(C)C)C1=CC=C(C=C1)C1=CC=C(C2=CC=CC=C12)C1=CC=CC=C1)C